3-((2S)-3-(8-(5-bromo-2-methoxyphenylsulfonyl)-1-oxa-8-azaspiro[4.5]decan-3-ylamino)-2-hydroxypropoxy)-N-methylbenzenesulfonamide BrC=1C=CC(=C(C1)S(=O)(=O)N1CCC2(CC(CO2)NC[C@@H](COC=2C=C(C=CC2)S(=O)(=O)NC)O)CC1)OC